C(C1=CC=CC=C1)OCC#CC(=O)C1=CC=C(OC[C@H](C(=O)OC(C)(C)C)O[Si](C)(C)C(C)(C)C)C=C1 tert-Butyl (R)-3-(4-(4-(benzyloxy) but-2-ynoyl)phenoxy)-2-((tert-butyldimethylsilyl)oxy)propanoate